4-[3-[(2r,6s)-4-[2-(2,6-dioxo-3-piperidinyl)-1,3-dioxo-isoindolin-5-yl]-2,6-dimethyl-piperazin-1-yl]cyclobutoxy]piperidine-1-carboxylic acid benzyl ester C(C1=CC=CC=C1)OC(=O)N1CCC(CC1)OC1CC(C1)N1[C@@H](CN(C[C@@H]1C)C=1C=C2C(N(C(C2=CC1)=O)C1C(NC(CC1)=O)=O)=O)C